3',4'-Dimethoxyflavone COC=1C=C(C=2OC3=CC=CC=C3C(C2)=O)C=CC1OC